tert-butyl ((2S)-1-(butylamino)-4-(3,3-dimethylbutylsulfonimidoyl)-1-oxobutan-2-yl)carbamate C(CCC)NC([C@H](CCS(=O)(=N)CCC(C)(C)C)NC(OC(C)(C)C)=O)=O